R-1-(4-chlorophenyl)ethylamine ClC1=CC=C(C=C1)[C@@H](C)N